ClC1=NC(=NC(=N1)N1[C@@H](COCC1)C)N1C2COCC1COC2 9-(4-chloro-6-((R)-3-methylmorpholino)-1,3,5-triazin-2-yl)-3,7-dioxa-9-azabicyclo[3.3.1]nonane